C[C@](N)(CC1=CC=C(C=C1)O)C(=O)O alpha-methyl-tyrosine